1-{4-[5-(2-fluoropyridin-4-yl)-1H-pyrazol-3-yl]phenyl}piperazine FC1=NC=CC(=C1)C1=CC(=NN1)C1=CC=C(C=C1)N1CCNCC1